Cl.Cl.C1C2N(CCN1)CCC2 octahydropyrrolo[1,2-a]pyrazine dihydrochloride